6-(4-(3-chloro-4-fluorophenyl)-1-cyclopropyl-1H-imidazol-5-yl)imidazo[1,2-b]pyridazine-3-carbonitrile ClC=1C=C(C=CC1F)C=1N=CN(C1C=1C=CC=2N(N1)C(=CN2)C#N)C2CC2